1-isocyanato-5-isocyanatomethyl-3,3,5-trimethylcyclohexane N(=C=O)C1CC(CC(C1)(C)CN=C=O)(C)C